C(CCCCC(=O)OC=1[C@H]2[C@@]34CCN([C@@H]([C@@]3(CC1)O)CC1=CC=C(C(=C14)O2)O)CC=C)(=O)OC=2[C@H]1[C@@]43CCN([C@@H]([C@@]4(CC2)O)CC2=CC=C(C(=C23)O1)O)CC=C bis((4R,4aS,7aR,12bS)-3-allyl-4a,9-dihydroxy-2,3,4,4a,5,7a-hexahydro-1H-4,12-methanobenzofuro[3,2-e]isoquinolin-7-yl) adipate